C(C)C(C(=O)[O-])CCCC.C(C)C(C(=O)[O-])CCCC.[Sn+2] tin(II) bis-(2-ethylhexanoate)